2-[(5-{2-oxa-6-azaspiro[3.3]heptan-6-yl}-1-oxo-1,2-dihydro-2,7-naphthyridin-2-yl)methyl]imidazo[1,2-a]pyridine-6-carbaldehyde C1OCC12CN(C2)C2=C1C=CN(C(C1=CN=C2)=O)CC=2N=C1N(C=C(C=C1)C=O)C2